C1(CC1)C[C@@H](C(=O)OC)NC(C[C@H]1N(C(CC1)=O)CC1=C(C(=CC=C1)F)F)=O Methyl (S)-3-cyclopropyl-2-(2-((S)-1-(2,3-difluorobenzyl)-5-oxopyrrolidin-2-yl)acetamido)propanoate